5-azaspiro[2.4]heptane trifluoroacetate FC(C(=O)O)(F)F.C1CC12CNCC2